ClC=1C=CC2=C(C=C(O2)C2=CN=CC3=C2SCCN3S(=O)(=O)C3=CC=C(C#N)C=C3)C1 4-((8-(5-chlorobenzofuran-2-yl)-2,3-dihydro-4H-pyrido[4,3-b][1,4]thiazin-4-yl)sulfonyl)benzonitrile